5-bromo-2-(2,4-dimethoxybenzyl)-6-methyl-2,3-dihydroisothiazolo[5,4-b]pyridine 1,1-dioxide BrC=1C=C2C(=NC1C)S(N(C2)CC2=C(C=C(C=C2)OC)OC)(=O)=O